[N+](#[C-])CCCCCC[N+]#[C-] 1,6-diisocyanohexane